C(C)=[17O] acetaldehyde-17O